5-methyl-1,2,4-oxadiazol-3-amine CC1=NC(=NO1)N